Ethyl (E)-(3-(4-methoxyphenyl)acryloyl)-L-phenylalaninate COC1=CC=C(C=C1)/C=C/C(=O)N[C@@H](CC1=CC=CC=C1)C(=O)OCC